ClC1=CC=C(CNC(=O)NC2=CC=C(C=C2)C2CN(CC2)S(=O)(=O)C)C=C1 1-(4-chlorobenzyl)-3-(4-(1-(methylsulfonyl)pyrrolidin-3-yl)phenyl)urea